Perfluorododecyl-ethylen FC(=C(F)F)C(C(C(C(C(C(C(C(C(C(C(C(F)(F)F)(F)F)(F)F)(F)F)(F)F)(F)F)(F)F)(F)F)(F)F)(F)F)(F)F)(F)F